Para-methoxybenzyl ether COC1=CC=C(COCC2=CC=C(C=C2)OC)C=C1